N-Boc-4-azacycloheptanone C(=O)(OC(C)(C)C)N1CCC(CCC1)=O